CC1(OB(OC1(C)C)C1=CC[C@@H](CC1)C#N)C |r| rac-(R)-4-(4,4,5,5-tetramethyl-1,3,2-dioxaborolan-2-yl)cyclohex-3-ene-1-carbonitrile